CN1C(SCN(C1)C)=S 3,5-dimethyltetrahydro-1,3,5-thiadiazine-2-thione